ClC=1C=CC(=C(C1)N1CC(N(CC1=O)C(C(=O)NC=1C=C2CC(NC2=CC1)=O)CC1=CC=CC=C1)=O)N1N=NC=C1 2-(4-(5-chloro-2-(1H-1,2,3-triazol-1-yl)phenyl)-2,5-dioxopiperazin-1-yl)-N-(2-oxoindolin-5-yl)-3-phenylpropanamide